((2S,5R)-6-(((3-ethoxy-2,2-dimethyl-3-oxopropoxy)sulfonyl)oxy)-7-oxo-1,6-diazabicyclo[3.2.1]octane-2-carboxamide) methyl-valerate COC(CCCC)=O.C(C)OC(C(COS(=O)(=O)ON1[C@@H]2CC[C@H](N(C1=O)C2)C(=O)N)(C)C)=O